4-((2,6-dihydroxy-3'-methyl-4-pentyl-[1,1'-biphenyl]-3-yl)sulfonyl)cyclohexan-1-one OC1=C(C(=CC(=C1S(=O)(=O)C1CCC(CC1)=O)CCCCC)O)C1=CC(=CC=C1)C